BrC=1C=NC=C(C1)C=1C(=NN(C1C)CC1CCC1)C 3-bromo-5-(1-(cyclobutylmethyl)-3,5-dimethyl-1H-pyrazol-4-yl)pyridine